NCCC[N+](CCCN)(C)[O-] N,N-bis(3-aminopropyl)methylamine oxide